NCCN(CCN1C(N(CC1)CCNCCNCC#N)=O)CCN 2-((2-((2-(3-(2-(bis(2-aminoethyl)amino)ethyl)-2-oxoimidazolidin-1-yl)ethyl)amino)ethyl)amino)acetonitrile